BrC=1C(=NC(=CC1N)N1N=C(C(=C1C)Cl)C)C1=NC(=CC=C1)Br 3,6'-dibromo-6-(4-chloro-3,5-dimethyl-1H-pyrazol-1-yl)-[2,2'-bipyridine]-4-amine